C(#N)C1=CC=C(C(=N1)C)COC1=CC=CC(=N1)C1=CC(=C(C=C1F)CC=1N(C2=C(N1)C(=CC(=C2)C(=O)O)OC)C[C@H]2OCC2)F 2-[[4-[6-[(6-Cyano-2-methyl-3-pyridyl)methoxy]-2-pyridyl]-2,5-difluoro-phenyl]methyl]-7-methoxy-3-[[(2S)-oxetan-2-yl]methyl]benzimidazole-5-carboxylic acid